ClC1=C(\C=N/O)C=CC(=C1Cl)F (Z)-2,3-dichloro-4-fluorobenzaldehyde oxime